(3S)-N,N-dimethylpyrazol-3-amine CN(C1=NNC=C1)C